butyl-1,1-dimethyl-4-indanyl methyl ketone CC(=O)C=1C=2CC(C(C2C=CC1)(C)C)CCCC